(S)-3-benzyl-4-(6-((4-methoxybenzyl)oxy)-4-morpholinopyridin-2-yl)-1,4-oxazepane C(C1=CC=CC=C1)[C@H]1COCCCN1C1=NC(=CC(=C1)N1CCOCC1)OCC1=CC=C(C=C1)OC